FC(C(=O)[O-])(F)F.ClC=1C=CC2=C(C[NH+](CC=3N2C(=NN3)C3CC2(C[NH2+]C2)C3)C3CC3)C1.FC(C(=O)[O-])(F)F 8-chloro-5-cyclopropyl-1-(2-azaspiro[3.3]heptan-2-ium-6-yl)-5,6-dihydro-4H-benzo[f][1,2,4]triazolo[4,3-a][1,4]diazepin-5-ium 2,2,2-trifluoroacetate